3'-(2,4-bis(benzyloxy)-5-isopropylbenzamido)-N-((4,6-dimethyl-2-oxo-1,2-dihydropyridin-3-yl)methyl)-5-(ethyl(tetrahydro-2H-pyran-4-yl)amino)-4-methyl-[1,1'-biphenyl]-3-carboxamide C(C1=CC=CC=C1)OC1=C(C(=O)NC=2C=C(C=CC2)C2=CC(=C(C(=C2)N(C2CCOCC2)CC)C)C(=O)NCC=2C(NC(=CC2C)C)=O)C=C(C(=C1)OCC1=CC=CC=C1)C(C)C